CSCC1=C(C=CC(=C1)[N+](=O)[O-])[C@@H](C)NC(OC(C)(C)C)=O tert-butyl (R,S)-(1-(2-((methylthio)methyl)-4-nitrophenyl)ethyl)carbamate